CC1=CC=2CC3(N(C2C=C1)CCNC3)C3=CC=CC=C3 8-methyl-10a-phenyl-1,2,3,4,10,10a-hexahydropyrazino[1,2-a]indole